(E)-1-((1R,6R)-4,6-dimethylcyclohex-3-en-1-yl)-2-methylpent-1-en-3-one CC1=CC[C@H]([C@@H](C1)C)\C=C(\C(CC)=O)/C